3-(7-(2-methoxyphenyl)imidazo[5,1-b]thiazol-5-yl)benzonitrile COC1=C(C=CC=C1)C=1N=C(N2C1SC=C2)C=2C=C(C#N)C=CC2